FC1(CN([C@H]2[C@@H]1CN(CC2)C(=O)OC(C)(C)C)C(=O)OCC2=CC=CC=C2)F (cis)-1-benzyl 5-tert-butyl 3,3-difluorohexahydro-1H-pyrrolo[3,2-c]pyridine-1,5(6H)-dicarboxylate